(1R,2S)-2-[(Z)-5-tetrahydropyran-2-yloxypent-2-enyl]cyclopropanecarbaldehyde O1C(CCCC1)OCC\C=C/C[C@@H]1[C@@H](C1)C=O